ClC1=C(C=CC(=C1)Cl)S(=O)(=O)NCCC1=C(C=CC=C1)C 2,4-dichloro-N-[2-(2-methylphenyl)ethyl]benzene-1-sulfonamide